3-methyl-cyclopentadecenone CC1=CC(CCCCCCCCCCCC1)=O